[N+](=O)([O-])C=1C=C(OCC(=O)Cl)C=CC1 2-(3-nitrophenoxy)acetyl chloride